3-((4-((4-Chlorophenyl)ethynyl)-3-fluorophenyl)amino)piperidine-2,6-dione ClC1=CC=C(C=C1)C#CC1=C(C=C(C=C1)NC1C(NC(CC1)=O)=O)F